C(C1CS1)OC1CC2C3CCC(C2C1)C3 4-(2,3-epithiopropoxy)-tricyclo[5.2.1.02,6]decane